CC(C[C@@H](C(=O)O)N1N=C(C=C(C1=O)C)CCN1CC(C1)C)C (S)-4-methyl-2-(5-methyl-3-(2-(3-methylazetidin-1-yl)ethyl)-6-oxopyridazin-1(6H)-yl)pentanoic acid